CS(=O)C1=NC=2N(C(N1)=O)N=C(C2C2=CC(=C(C(=C2)F)F)F)C(C(=O)O)(C)C 2-[2-Methanesulfinyl-4-oxo-8-(3,4,5-trifluorophenyl)-3H-pyrazolo[1,5-a][1,3,5]triazin-7-yl]-2-methylpropanoic acid